C(C)(C)(C)C1=CC(=CC(=C1O)C(C)(C)C)C L-2,6-di-tert-butyl-p-cresol